BrC1=C(C=CC(=C1)[N+](=O)[O-])CBr 2-bromo-1-(bromomethyl)-4-nitrobenzene